1-phenyl-2-(phenylseleno)-2-(phenylsulfonyl)ethan-1-one C1(=CC=CC=C1)C(C(S(=O)(=O)C1=CC=CC=C1)[Se]C1=CC=CC=C1)=O